F[C@H]1COCC[C@@H]1N1N=C2N=C(C=CC2=C1)C1=C(C=C(C=C1C)C(F)(F)F)O |r| 2-(2-((3R and S,4S and R)-3-fluorotetrahydro-2H-pyran-4-yl)-2H-pyrazolo[3,4-b]pyridin-6-yl)-3-methyl-5-(trifluoromethyl)phenol